(S)-Cyanomethyl 2-((tert-butoxycarbonyl)amino)-2-phenylacetate C(C)(C)(C)OC(=O)N[C@H](C(=O)OCC#N)C1=CC=CC=C1